ethyl-cyclohexane-1,4-diol C(C)C1(CCC(CC1)O)O